3-methyl-1,3-butylenediamine CC(CCN)(C)N